(2S)-2-amino-4-methyl-1-((2R)-2-methyl-epoxyethyl)-1-pentanone hydrochloride Cl.N[C@H](C(=O)C1[C@H](O1)C)CC(C)C